BrC=1C=CC(=NC1Cl)/N=C/NO (E)-N'-(5-bromo-6-chloropyridin-2-yl)-N-hydroxymethanimidamide